C(C)OC(=O)C1=C(N=C(N1O)C1=CC(=C(C=C1)F)C#N)C (3-cyano-4-fluorophenyl)-1-hydroxy-4-methyl-1H-imidazole-5-carboxylic acid ethyl ester